O=C1OCCN1.[Na] sodium (4R)-2-oxooxazolidine